2,6-Difluoro-3-(1-methyl-6-(9-methyl-3,9-diazaspiro[5.5]undecan-3-yl)-1H-pyrazolo[3,4-d]pyrimidin-3-yl)-5-(trifluoromethyl)phenol FC1=C(C(=C(C=C1C1=NN(C2=NC(=NC=C21)N2CCC1(CC2)CCN(CC1)C)C)C(F)(F)F)F)O